dihydroxyl-silicon O[Si]O